Cl.CNCC1CCOCC2=C1C=CC=C2 Methyl[(1,3,4,5-tetrahydro-2-benzoxepin-5-yl)methyl]amine hydrochloride